CC1(OC2=C(C1)C=C(C(=C2)OC[C@@H]2N(CCC2)C(=O)OC(C)(C)C)[N+](=O)[O-])C tert-butyl (R)-2-(((2,2-dimethyl-5-nitro-2,3-dihydrobenzofuran-6-yl)oxy)methyl)pyrrolidine-1-carboxylate